ClC1=NN(C=C1C1=NC(=CC(=N1)NC=1N=CC2=C(C=CC(=C2C1)C(C)C)N1[C@@H]([C@H](C1)CS(=O)(=O)C)C)C)C N-(2-(3-chloro-1-methyl-1H-pyrazol-4-yl)-6-methylpyrimidin-4-yl)-5-isopropyl-8-((2R,3S)-2-methyl-3-((methanesulfonyl)methyl)azetidin-1-yl)isoquinolin-3-amine